BrC1=CC=CC=2N1C=C(N2)NC(OC(C)(C)C)=O tert-Butyl 5-bromoimidazo[1,2-a]pyridin-2-ylcarbamate